5-(((2-(2-Bromophenyl)-2-hydroxyethyl)amino)methyl)-3-chlorothiophene-2-carbonitrile BrC1=C(C=CC=C1)C(CNCC1=CC(=C(S1)C#N)Cl)O